(3E)-3-[(3,4-dimethoxyphenyl)methylene]-7-methoxy-1-(p-tolylsulfonyl)-2H-quinolin-4-one COC=1C=C(C=CC1OC)\C=C\1/CN(C2=CC(=CC=C2C1=O)OC)S(=O)(=O)C1=CC=C(C=C1)C